(3S*,4S*)-4-(3-fluoro-5-methoxypyridin-2-yl)-2-oxopyrrolidine-3-carboxylic acid FC=1C(=NC=C(C1)OC)[C@H]1[C@@H](C(NC1)=O)C(=O)O |o1:9,10|